S(=O)(=O)(C1=CC=C(C)C=C1)OCC(COS(=O)(=O)C1=CC=C(C)C=C1)C1CCN(CC1)C(=O)OC(C)(C)C tert-butyl 4-(1,3-bis(tosyloxy)propan-2-yl)piperidine-1-carboxylate